Vinyl-tri(β-methoxyethoxy)silane C(=C)[Si](OCCOC)(OCCOC)OCCOC